O=C[C@@H](O)[C@H](O)[C@@H](O)[C@H](O)C(=O)[O-] Iduronate